1-((1R,2S,5S)-2-((6-((6-methoxy-2-methyl-1,2,3,4-tetrahydroisoquinolin-7-yl)amino)-1H-pyrazolo[3,4-d]pyrimidin-1-yl)methyl)-3-azabicyclo[3.1.0]hexan-3-yl)ethan-1-one COC=1C=C2CCN(CC2=CC1NC1=NC=C2C(=N1)N(N=C2)C[C@@H]2[C@@H]1C[C@@H]1CN2C(C)=O)C